(R)-1-(3-(4-((3-chloro-2,4-difluorophenyl)amino)pyrido[3,2-d]pyrimidin-6-yl)piperidin-1-yl)prop-2-en-1-one ClC=1C(=C(C=CC1F)NC=1C2=C(N=CN1)C=CC(=N2)[C@H]2CN(CCC2)C(C=C)=O)F